C(#N)C(C(=O)O)=CC1=CC=CC=C1 cyano-3-phenyl-acrylic acid